P(=O)(O)(O)O[C@H]1C[C@@H](O[C@@H]1CO)N1C=NC=2C(N)=NC=NC12 deoxyadenosine 3'-monophosphate